7-fluoro-1-benzothiophene-3-carbonitrile FC1=CC=CC=2C(=CSC21)C#N